C(C)(C)C1(C=CC=C1)[Na] isopropyl-cyclopentadienyl-sodium